Cl[Si](CC[Si](Cl)(Cl)Cl)(Cl)Cl 1,2-bis(Trichlorosilyl)ethane